ClC1=NC=CC(=N1)C1=C(N=C(S1)NC1CCCC1)C 5-(2-Chloropyrimidin-4-yl)-N-cyclopentyl-4-methyl-thiazol-2-amine